C(C)(=O)OCCCCCCOC(C)=O hexylene glycol diacetate